(3R)-1-N-Cbz-3-benzyl-3-piperidinecarbonyl-(N,N',N'-trimethyl)hydrazine hydrochloride Cl.C(=O)(OCC1=CC=CC=C1)N(N(CC(=O)[C@@]1(CNCCC1)CC1=CC=CC=C1)C)C